C(#N)C1=CC=C(C=2N1N=CC2)N2C[C@@H](O[C@@H](C2)C)C(=O)NC2C1CN(C(C2)CC1)C (2r,6r)-4-(7-cyanopyrazolo[1,5-a]pyridin-4-yl)-6-methyl-N-(2-methyl-2-azabicyclo[2.2.2]oct-5-yl)morpholine-2-carboxamide